FC1=CC=C(C=C1)C=1C(=CC2=CN(N=C2C1)CCN1CCOCC1)NC(=O)C=1N=C(SC1)C=1C=NC=C(C1)OC N-(6-(4-fluorophenyl)-2-(2-morpholinoethyl)-2H-indazol-5-yl)-2-(5-methoxypyridin-3-yl)thiazole-4-carboxamide